6-chloro-7-fluoro-3-methyl-1H-indole-2-carboxylic acid ClC1=CC=C2C(=C(NC2=C1F)C(=O)O)C